CN1N=CC(=C1)OC1=C2CCC(C2=C(C=C1)S(=O)(=O)C(F)(F)F)O 4-(1-methylpyrazol-4-yl)oxy-7-(trifluoromethylsulfonyl)indan-1-ol